BrC=1C=CC=C2C(=CN(C12)C)I 7-bromo-3-iodo-1-methyl-1H-indole